C(CCCCCCC\C=C/C\C=C/C\C=C/CC)(=O)NCC(=O)O N-α-linolenoyl-glycine